7-((1S)-1-((4-(aminomethyl)benzoyl)amino)ethyl)-3-(6-(morpholin-4-ylmethyl)pyridin-3-yl)-1H-indole-2-carboxylic acid NCC1=CC=C(C(=O)N[C@@H](C)C=2C=CC=C3C(=C(NC23)C(=O)O)C=2C=NC(=CC2)CN2CCOCC2)C=C1